chloro-2-hydroxybenzaldehyde ClC=1C(=C(C=O)C=CC1)O